C([O-])([O-])=O.[Ti+4].BrCBr.C([O-])([O-])=O dibromomethane Titanium(IV) Carbonate